CC1=C(OC2=C(COC3=CC=C(C=C3)CCC(=O)O)C=CC=C2)C=CC(=C1)C 3-(4-((2-(2,4-dimethylphenoxy)benzyl)oxy)phenyl)propionic acid